C(CCCCCCCCC(=O)OC1C(N(C(CC1)(C)C)OCCCCCCCC)(C)C)(=O)OC1C(N(C(CC1)(C)C)OCCCCCCCC)(C)C Bis(1-octyloxy-2,2,6,6-tetramethylpiperidyl) sebacat